IC1=C(C(=NC=C1)N(C1=CC=CC=C1)C)C 4-iodo-N,3-dimethyl-N-phenylpyridin-2-amine